4-((2-(5-Fluoro-1-(4-methoxybenzyl)piperidin-2-yl)benzyl)amino)-1H-imidazole-5-carboxamide FC1CCC(N(C1)CC1=CC=C(C=C1)OC)C1=C(CNC=2N=CNC2C(=O)N)C=CC=C1